9-bromo-7-methyl-4-oxo-2-(piperidin-1-yl)-4H-pyrido[1,2-a]pyrimidine-3-carbonitrile BrC1=CC(=CN2C1=NC(=C(C2=O)C#N)N2CCCCC2)C